2-cyclopropyl-4-[3-(1,3-dimethylpyrazol-4-yl)-7,8-dihydro-5H-1,6-naphthyridin-6-yl]-6-fluoro-quinazoline C1(CC1)C1=NC2=CC=C(C=C2C(=N1)N1CC=2C=C(C=NC2CC1)C=1C(=NN(C1)C)C)F